Cl.N[C@@]1(C[C@H](CC1)CC)COC1=C(C#N)C(=CC(=C1)C1=CN=C2N1C(=CC=C2)OC)OC 2-(((1S,3S)-1-Amino-3-ethylcyclopentyl)methoxy)-6-methoxy-4-(5-methoxyimidazo[1,2-a]pyridin-3-yl)benzonitrile hydrochloride